oximinonaphthoquinone Nickel-zinc [Zn].[Ni].N(O)=C1C(C2=CC=CC=C2C(C1)=O)=O